sorbitol triisostearate C(CCCCCCCCCCCCCCC(C)C)(=O)O.C(CCCCCCCCCCCCCCC(C)C)(=O)O.C(CCCCCCCCCCCCCCC(C)C)(=O)O.OC[C@H](O)[C@@H](O)[C@H](O)[C@H](O)CO